2-Methyl-5-(4-methylpiperazin-1-yl)-N-[(1R)-1-[3-(1-methylpyrazol-4-yl)phenyl]ethyl]benzamide CC1=C(C(=O)N[C@H](C)C2=CC(=CC=C2)C=2C=NN(C2)C)C=C(C=C1)N1CCN(CC1)C